(R)-3-(3-chloro-4-fluorophenyl)-1-(1-(6-fluoro-4-oxo-3,4-dihydrophthalazin-1-yl)ethyl)-1-isobutylurea ClC=1C=C(C=CC1F)NC(N(CC(C)C)[C@H](C)C1=NNC(C2=CC(=CC=C12)F)=O)=O